CN(CCN(CCN(C)C)C)C N,N,N',N'',N''-Pentamethyl-diethylentriamin